C(C(C)C)C1=CC=C(C=C1)[C@@H](C(=O)N1C=CC2=C1N=CN=C2N([C@H]2CN(CC[C@H]2C)C(CC#N)=O)C)C 3-((3R,4R)-3-((7-((S)-2-(4-isobutylphenyl)propionyl)-7H-pyrrolo[2,3-d]pyrimidin-4-yl)(methyl)amino)-4-methylpiperidin-1-yl)-3-oxopropionitrile